(S)-3-(1-aminoethyl)-8-((1-methyl-1H-pyrazol-4-yl)ethynyl)-2-phenylisoquinoline N[C@@H](C)C=1N(CC2=C(C=CC=C2C1)C#CC=1C=NN(C1)C)C1=CC=CC=C1